methyl 4-(1-methyl-4-nitro-1H-pyrrole-2-carboxamido)-1-methyl-1H-pyrrole-2-carboxylate CN1C(=CC(=C1)[N+](=O)[O-])C(=O)NC=1C=C(N(C1)C)C(=O)OC